N-[(1R)-1-[2-fluoro-5-(trifluoromethoxy)phenyl]ethyl]-5-[2-(2-hydroxyacetamido)imidazo[1,2-b]pyridazin-6-yl]-2-methylpyridine-3-carboxamide FC1=C(C=C(C=C1)OC(F)(F)F)[C@@H](C)NC(=O)C=1C(=NC=C(C1)C=1C=CC=2N(N1)C=C(N2)NC(CO)=O)C